methyl (2S)-2-amino-2-cyclobutyl-acetate N[C@H](C(=O)OC)C1CCC1